2'-amino-N,N-dimethyl-5'-(2H-pyrazolo[3,4-d]pyrimidin-3-yl)-[2,3'-bipyridine]-5-carboxamide NC1=NC=C(C=C1C1=NC=C(C=C1)C(=O)N(C)C)C=1NN=C2N=CN=CC21